FC=1C=C(C=CC1OC)/C=C/C(=O)C1=C(C=C(C=C1)OC)O (E)-3-(3-Fluoro-4-methoxyphenyl)-1-(2-hydroxy-4-methoxyphenyl)prop-2-en-1-one